pentaerythritol tetrakis[3,5-di-tert-butyl-4-hydroxyphenyl propionate] C(C)(C)(C)C=1C=C(C=C(C1O)C(C)(C)C)C(C(=O)OCC(COC(C(C)C1=CC(=C(C(=C1)C(C)(C)C)O)C(C)(C)C)=O)(COC(C(C)C1=CC(=C(C(=C1)C(C)(C)C)O)C(C)(C)C)=O)COC(C(C)C1=CC(=C(C(=C1)C(C)(C)C)O)C(C)(C)C)=O)C